methyl 2-[7-(trifluoromethanesulfonyloxy)-1-benzofuran-3-yl]acetate FC(S(=O)(=O)OC1=CC=CC=2C(=COC21)CC(=O)OC)(F)F